N-[(4-{[trans-4-(fluoromethyl)-1-oxetan-3-ylpyrrolidin-3-yl]methoxy}-3-nitrophenyl)sulfonyl]-2-(1H-pyrrolo[2,3-b]pyridin-5-yloxy)benzamide FC[C@H]1[C@@H](CN(C1)C1COC1)COC1=C(C=C(C=C1)S(=O)(=O)NC(C1=C(C=CC=C1)OC=1C=C2C(=NC1)NC=C2)=O)[N+](=O)[O-]